6-ethyl-3-((3-hydroxyphenyl)amino)-5-((tetrahydro-2H-pyran-4-yl)amino)pyrazine-2-carboxamide C(C)C1=C(N=C(C(=N1)C(=O)N)NC1=CC(=CC=C1)O)NC1CCOCC1